trimethylvinylphenyl-ammonium CC(=C(C)C)[NH2+]C1=CC=CC=C1